C12(CC(C1)C2)NC(C2=NC=C(C=C2)N2CCN(CC2)CC=2C=NC=1C=C(C(NC1C2)=O)CC)=O N-(bicyclo[1.1.1]pent-1-yl)-5-(4-((7-ethyl-6-oxo-5,6-dihydro-1,5-naphthyridin-3-yl)methyl)piperazin-1-yl)picolinamide